(1S,3R)-3-(2-(2-(difluoromethoxy)phenyl)-6-(1H-1,2,4-triazol-3-yl)-1H-imidazo[4,5-c]pyridin-1-yl)cyclohexan-1-amine FC(OC1=C(C=CC=C1)C=1N(C2=C(C=NC(=C2)C2=NNC=N2)N1)[C@H]1C[C@H](CCC1)N)F